3-(1-(3-(2H-1,2,3-triazol-2-yl)propyl)-1,2,5,6-tetrahydropyridin-3-yl)-1H-indole N=1N(N=CC1)CCCN1CC(=CCC1)C1=CNC2=CC=CC=C12